FC(C=1OC(=NN1)C1=CC=C(C=C1)CN1N=NC(=C1)C1=C(C=CC=C1)OC)F 2-(difluoromethyl)-5-(4-((4-(2-methoxyphenyl)-1H-1,2,3-triazol-1-yl)methyl)phenyl)-1,3,4-oxadiazole